Methyl-tert-butoxydimethoxysilane C[Si](OC)(OC)OC(C)(C)C